S1C=C(C=C1)C=1NC(C2=C(N1)NN=C2)=O 6-(thiophen-3-yl)-1H-pyrazolo[3,4-d]pyrimidin-4(5H)-one